BrC1=NC=C(C(=C1)OC=1C(=NC(=NC1)N)NCCOC)C(C)C 5-((2-bromo-5-isopropylpyridin-4-yl)oxy)-N4-(2-methoxyethyl)pyrimidine-2,4-diamine